C(=CC)SC=CC propenyl sulfide